C(C1=CC=CC=C1)OC1=CC=C(C(=O)NCCC2CCN(CC2)CC2=CC=CC=3OCCOC32)C=C1 4-(benzyloxy)-N-{2-[1-(2,3-dihydro-1,4-benzodioxin-5-ylmethyl)piperidin-4-yl]ethyl}benzamide